1-(6-(4-cyano-3-fluorophenyl)-7-(3-fluoro-4-methoxyphenyl)-1H-imidazolo[4,5-c]pyridin-4-yl)piperidin-4-yl-carbamate C(#N)C1=C(C=C(C=C1)C1=C(C2=C(C(=N1)N1CCC(CC1)NC([O-])=O)N=CN2)C2=CC(=C(C=C2)OC)F)F